COC(=O)C=1C=2CCCC2C=CC1 2,3-dihydro-1H-indene-4-carboxylic acid methyl ester